bromo-6-fluoro-2,3-dihydro-1H-benzo[d]imidazol-2-one BrN1C(NC2=C1C=C(C=C2)F)=O